C1(CC(CCC1)CO)CO 1,3-cyclohexane-dimethanol